NC1=CC=C(C=C1)N1CCN(CC1)CCO 2-[4-(4-aminophenyl)piperazin-1-yl]ethanol